O[C@@H]1CCC(NC1)=O |r| (R and S)-5-hydroxypiperidin-2-one